C1(=CC=C(C=C1)N=C=S)N=C=S Para-phenylene diisothiocyanate